C(C1=CC=CC=C1)(=O)NS(=O)(=O)C1=CC=C(C=C1)NC(CC(=O)OCC)=O ethyl 3-((4-(N-benzoylsulfamoyl) phenyl) amino)-3-oxopropanoate